C1(CC1)C([C@@H](C(=O)NC1=C(C=C(C=C1)C(C(NCC(F)(F)F)=O)(C)C)F)NC(=O)C1=CC=NN1C(C)C)C1CC1 (S)-N-(1,1-dicyclopropyl-3-((2-fluoro-4-(2-methyl-1-oxo-1-((2,2,2-trifluoroethyl)amino)propan-2-yl)phenyl)amino)-3-oxopropan-2-yl)-1-isopropyl-1H-pyrazole-5-carboxamide